C(C)(C)C1=CC=CC(=N1)OC 6-isopropyl-2-methoxypyridin